C(C=C)(=O)N1CC(OC(C1)C(F)(F)F)C1=CC(=NC(=C1)Cl)C1=CC(=NC(=N1)C)C(=O)NC 6-(4-(4-acryloyl-6-(trifluoromethyl)morpholin-2-yl)-6-chloropyridin-2-yl)-N,2-dimethylpyrimidine-4-carboxamide